OCCCO 1,1-bis(hydroxymethyl)-methane